3-Carboxybenzenesulfonic acid C(=O)(O)C=1C=C(C=CC1)S(=O)(=O)O